C(C)(=O)[C@H]1N(C[C@@H](CC1)C)C(=O)OC(C)(C)C tert-butyl (2S,5R)-2-acetyl-5-methyl-piperidine-1-carboxylate